N-[(1S)-1-(dicyclopropylmethyl)-2-[4-(3,5-dimethyl-1H-pyrazol-4-yl)anilino]-2-oxo-ethyl]-2-(2,2-difluoropropyl)pyrazole-3-carboxamide C1(CC1)C([C@@H](C(=O)NC1=CC=C(C=C1)C=1C(=NNC1C)C)NC(=O)C=1N(N=CC1)CC(C)(F)F)C1CC1